CC(C(=O)N1CCN(CC1)S(=O)(=O)C1=CC=C(C(=O)O)C=C1)(CCCOC1=CC=C(C=C1)C(F)(F)F)C 4-((4-(2,2-dimethyl-5-(4-(trifluoromethyl)phenoxy)pentanoyl)piperazin-1-yl)sulfonyl)benzoic acid